(1R,2R)-2-fluoro-N-(3-{6-[1-hydroxybutyl]-4-methylpyridin-3-yl}-2-methoxy-1,6-naphthyridin-7-yl)cyclopropane-1-carboxamide F[C@H]1[C@H](C1)C(=O)NC1=NC=C2C=C(C(=NC2=C1)OC)C=1C=NC(=CC1C)C(CCC)O